FC1=C(CC=2N(C=CN2)C(=O)N)C=CC(=C1)OC(F)(F)F (2-fluoro-4-(trifluoromethoxy)benzyl)-1H-imidazole-1-carboxamide